NCC(=O)N1CCN(CC1)C(=O)C=1NC2=CC=C(C(=C2C1F)Cl)F 2-amino-1-(4-(4-chloro-3,5-difluoro-1H-indole-2-carbonyl)piperazin-1-yl)ethan-1-one